N1(CCOCC1)CCC1=CC=C(COC(C#CC)O)C=C1 ((4-(2-morpholinylethyl)benzyl)oxy)but-2-yn-1-ol